O=C1NC=C(C2=C1N(C(=C2)C=O)S(=O)(=O)C2=CC=C(C=C2)C)C(F)(F)F 7-oxo-1-(p-tolylsulfonyl)-4-(trifluoromethyl)-6H-pyrrolo[2,3-c]pyridine-2-carboxaldehyde